F[C@@H]1[C@H](C[C@@]2(CC[C@H]1N2)C)C(=C)C2=CC=C(N=N2)C=2C=C1C=CN=CC1=CC2O 6-(6-(1-((1S,3R,4R,5R)-4-fluoro-1-methyl-8-azabicyclo[3.2.1]octan-3-yl)vinyl)pyridazin-3-yl)isoquinolin-7-ol